1-(4-(3,4-dichlorophenyl)-5-(isopropylsulfanyl)thiazol-2-yl)-4-(1H-indol-7-yl)-3-methyl-1H-pyrazole-5-carboxylic acid ClC=1C=C(C=CC1Cl)C=1N=C(SC1SC(C)C)N1N=C(C(=C1C(=O)O)C=1C=CC=C2C=CNC12)C